(3,4-Difluoropyridin-2-yl)-1-(2-methoxypyrimidin-5-yl)-1-((5-(trifluoromethyl)-1H-pyrazol-3-yl)methyl)urea FC=1C(=NC=CC1F)NC(N(CC1=NNC(=C1)C(F)(F)F)C=1C=NC(=NC1)OC)=O